FC1=CC=C(CCN2C=C(C(C3=CC=CC=C23)=O)C(=O)OCC)C=C1 ethyl N-(4-fluorophenethyl)-4-oxo-1,4-dihydroquinoline-3-carboxylate